5-cyclohexyl-3-(5,5'-difluoro-6'-methyl-[3,4'-bipyridin]-2'-yl)-1,2,4-oxadiazole C1(CCCCC1)C1=NC(=NO1)C1=NC(=C(C(=C1)C=1C=NC=C(C1)F)F)C